[N+](=O)([O-])C1=C(C(=O)O)C=C(C=C1)SC#N 2-nitro-5-thiocyanatobenzoic acid